FC1=C(C(=CC=C1)OC)C1=NC=CC(=N1)NC1=NC=C(C(=C1)N1C[C@H](CCC1)O)C1=CC=C(C=C1)N1CCN(CC1)C (S)-1-(2-((2-(2-fluoro-6-methoxyphenyl)pyrimidin-4-yl)amino)-5-(4-(4-methylpiperazin-1-yl)phenyl)pyridin-4-yl)piperidin-3-ol